ClC1=CC=NC2=CC(=C(C=C12)OC)OCCN(C(OC(C)(C)C)=O)C tert-butyl N-{2-[(4-chloro-6-methoxyquinolin-7-yl)oxy]ethyl}-N-methylcarbamate